6-hydroxy-3-methyl-7-(7-(2,2,6,6-tetramethyl-1,2,3,6-tetrahydropyridin-4-yl)imidazo[1,2-a]pyrimidin-2-yl)quinazolin-4(3H)-one OC=1C=C2C(N(C=NC2=CC1C=1N=C2N(C=CC(=N2)C=2CC(NC(C2)(C)C)(C)C)C1)C)=O